tert-butyl (3R,4R)-4-cyclopropyl-4-(2-(5-cyclopropyl-4-fluoro-3,3-dimethyl-2-oxoindolin-1-yl)acetamido)-3-methylbutanoate C1(CC1)[C@@H]([C@@H](CC(=O)OC(C)(C)C)C)NC(CN1C(C(C2=C(C(=CC=C12)C1CC1)F)(C)C)=O)=O